NC=1C=CC=C2C(NN(C12)C1(CCCCC1)C)=O 7-amino-1-(1-methylcyclohexyl)-2,3-dihydro-1H-indazol-3-one